[6-(4-Chlorophenyl)-2,2-dimethyl-7-phenyl-2,3-dihydro-1H-pyrrolizin-5-yl]acetic acid ClC1=CC=C(C=C1)C1=C(N2CC(CC2=C1C1=CC=CC=C1)(C)C)CC(=O)O